C[C@H]1[C@@H](CC[C@H]2CC[C@]3([C@@]4(CC[C@@H]5[C@](CC6=CC7=CC=CC=C7N=C6C5(C)C)([C@H]4CC=C3[C@H]12)C)C)C)C (1S,2R,4aS,6aS,6bR,8aR,16aR,16bR,18bS)-1,2,6a,6b,9,9,16a-heptamethyl-1,2,3,4,4a,5,6,6a,6b,7,8,8a,9,16,16a,16b,17,18b-octadecahydrochryseno[1,2-b]acridin